1'-((3,6-difluoro-4-oxo-4,5-dihydropyrrolo[1,2-a]quinoxalin-7-yl)methyl)-N-methyl-1',2',3',6'-tetrahydro-[3,4'-bipyridine]-6-carboxamide FC=1C=CN2C1C(NC1=C(C(=CC=C21)CN2CCC(=CC2)C=2C=NC(=CC2)C(=O)NC)F)=O